6-methyl-4-oxo-1-phenyl-N-(pyrazolo[1,5-a]pyridin-5-yl)-1,4-dihydropyridazine-3-carboxamide CC1=CC(C(=NN1C1=CC=CC=C1)C(=O)NC1=CC=2N(C=C1)N=CC2)=O